ClC=1C=C2C(=NC(=NC2=C(C1C=1C(=CC=C2C=NNC12)C)F)OC[C@H]1N(CCC1)C)N1CC2(CN(C2C)C(C=C)=O)CC1 1-(6-(6-chloro-8-fluoro-7-(6-methyl-1H-indazol-7-yl)-2-(((S)-1-methylpyrrolidin-2-yl)methoxy)quinazolin-4-yl)-1-methyl-2,6-diazaspiro[3.4]octan-2-yl)prop-2-en-1-one